N-t-butyl-2-iodo-N-methylbenzamide C(C)(C)(C)N(C(C1=C(C=CC=C1)I)=O)C